C(C)C(C(CC(CC)=O)=O)CCCC 6-ethyldecane-3,5-dione